BrC1=C(C=CC=C1C1=C(C=C(C=C1)CN1CCCC1)F)C1=C(C(=CC=C1)C=1OC2=C(N1)C=C(C(=C2)OC(F)F)CN2[C@@H](CCC2)C(=O)O)C ((2-(2'-bromo-2''-fluoro-2-methyl-4''-(pyrrolidin-1-ylmethyl)-[1,1':3',1''-terphenyl]-3-yl)-6-(difluoromethoxy)benzo[d]oxazol-5-yl)methyl)proline